C(C)(C)NC1C(CNC1)O 4-(Isopropylamino)pyrrolidin-3-ol